FC(S(=O)(=O)O)(F)F.FN1C(C=C(C=C1C)C)C 1-fluoro-2,4,6-trimethyl-Pyridine trifluoromethanesulfonate